(S)-N-(2-oxo-1-(1-(6-(trifluoromethyl)pyridin-2-yl)ethyl)-1,2-dihydroquinoxalin-6-yl)-3-(3-(trifluoromethyl)phenyl)propanamide O=C1N(C2=CC=C(C=C2N=C1)NC(CCC1=CC(=CC=C1)C(F)(F)F)=O)[C@@H](C)C1=NC(=CC=C1)C(F)(F)F